C(C)(C)(C)S(=O)(=O)C=1C(=CC=2N(C1)C(=CN2)N2N=CC(=C2)NC(OC(C)(C)C)=O)OC tert-butyl (1-(6-(tert-butylsulfonyl)-7-methoxyimidazo[1,2-a]pyridin-3-yl)-1H-pyrazol-4-yl)carbamate